4-((1r,3r)-3-(1-isopropyl-3-(5-(trifluoromethyl)pyridin-3-yl)-1H-pyrazol-5-yl)cyclopentyl)-1,4-oxaazepane C(C)(C)N1N=C(C=C1[C@H]1C[C@@H](CC1)N1CCOCCC1)C=1C=NC=C(C1)C(F)(F)F